4-benzoylbenzyl-ammonium C(C1=CC=CC=C1)(=O)C1=CC=C(C[NH3+])C=C1